N-((1R,3S)-3-((4-(7-fluoro-3-isopropyl-2-methyl-2H-indazol-5-yl)-5-methylpyridin-2-yl)carbamoyl)cyclohexyl)morpholine-4-carboxamide FC1=CC(=CC2=C(N(N=C12)C)C(C)C)C1=CC(=NC=C1C)NC(=O)[C@@H]1C[C@@H](CCC1)NC(=O)N1CCOCC1